N,N-dimethyloctanoic acid amide CN(C(CCCCCCC)=O)C